5-bromo-6-ethoxy-2-(4-methoxybenzyl)pyridazin-3(2H)-one BrC1=CC(N(N=C1OCC)CC1=CC=C(C=C1)OC)=O